C(C#CC)[C@@]1(N2CCC(C1=O)(CC2)C)CO (1S,2R,4S)-2-(but-2-yn-1-yl)-2-(hydroxymethyl)-4-methyl-quinuclidin-3-one